N12CCN(C(CC1)CC2)C=2C=CC1=C(S(C3=C1C=CC=C3)(=O)=O)C2 3-(1,4-diazabicyclo[3.2.2]non-4-yl)dibenzo[B,d]thiophene 5,5-dioxide